FC1=C2C(NC(=NC2=CC(=C1)OCC1CCOCC1)CSC1CCC(CC1)(C)O)=O 5-Fluoro-2-((((trans)-4-hydroxy-4-methylcyclohexyl)thio)methyl)-7-((tetrahydro-2H-pyran-4-yl)methoxy)quinazolin-4(3H)-one